[Si](C)(C)(C(C)(C)C)OCC1=CN=C(N1COCC[Si](C)(C)C)C(=O)O 5-[[tert-butyl(dimethyl)silyl]oxymethyl]-1-(2-trimethylsilylethoxymethyl)imidazole-2-carboxylic acid